C12(CC3CC(CC(C1)C3)C2)CS(=O)(=O)NC(=O)C=2N=NC(=CC2)N2CCN(CC2)CC2=C(C=CC=C2)C#CC=2C=NC=C(C2)OCC N-(1-Adamantylmethylsulfonyl)-6-[4-[[2-[2-(5-ethoxypyridin-3-yl)ethynyl]phenyl]methyl]piperazin-1-yl]pyridazine-3-carboxamide